N1CCC(CC1)CCNC(O[C@H]1[C@H](NC[C@@H]1O)CC1=CC=C(C=C1)C1=CC=CC=C1)=O (2R,3S,4S)-2-{[1,1'-biphenyl]-4-ylmethyl}-4-hydroxypyrrolidin-3-yl N-[2-(piperidin-4-yl)ethyl]carbamate